C1(CC1)C1=CC(=NN1)NC1=NC(=NC=C1)N1C2CCC(C1)(C2)C(=O)OC Methyl 2-[4-[(5-Cyclopropyl-1H-pyrazol-3-yl)amino]pyrimidin-2-yl]-2-azabicyclo[2.2.1]heptane-4-carboxylate